C(C)OC1=NC(=CN=C1)C1=NC2=C(N1C)C=CC(=C2)C(F)(F)F Ethoxy-6-(1-methyl-5-(trifluoromethyl)-1H-benzo[d]imidazole-2-yl)pyrazine